C(#N)C=1C(=NC(=CC1N1CC(C1)N1C[C@@H](N(CC1)C(=O)OC(C)(C)C)CC#N)N1CCC(CC1)C1=C(C=NN1C)C)C(F)(F)F tert-butyl (S)-4-(1-(3-cyano-6-(4-(1,4-dimethyl-1H-pyrazol-5-yl)piperidin-1-yl)-2-(trifluoromethyl)pyridin-4-yl)azetidin-3-yl)-2-(cyanomethyl)piperazine-1-carboxylate